CC1=C(C(=CC(=C1)C)C)N1C(N(C(C1)C[N+](C)(C)C)C1=C(C=C(C=C1C)C)C)=[Ru-4](=CC1=C(C=CC(=C1)[N+](=O)[O-])OC(C)C)(Cl)Cl (1,3-bis(2,4,6-trimethylphenyl)-4-((trimethylammonio)methyl)imidazolidine-2-ylidene)dichloro(2-isopropoxy-5-nitrobenzylidene)ruthenium (II)